CC1=CC(=NN1C=1C=C2C=CN(C2=CC1)CC1=CC=C(C=C1)C1=CC(=CC=C1)C(=O)N1CCN(CC1)C)C(=O)N 5-Methyl-1-(1-((3'-(4-methylpiperazine-1-carbonyl)-[1,1'-biphenyl]-4-yl)methyl)-1H-indol-5-yl)-1H-pyrazol-3-carboxamid